C(CCC)N(C(=O)C=1N=CC2=CC=CC=C2C1)C1CCN(CC1)S(=O)(=O)CCCC N-butyl-N-(1-(butylsulfonyl)piperidin-4-yl)isoquinoline-3-carboxamide